6,6,9-trimethyl-3-propyl-6H-benzo[c]chromene-1-ol CC1(OC=2C=C(C=C(C2C2=C1C=CC(=C2)C)O)CCC)C